R-ketobenzothiazole O=[S@]1C=NC2=C1C=CC=C2